C(C)(C)[Si](C=C)(C=C)C isopropylmethyldivinyl-silane